(+/-)-trans-4-(4-bromophenyl)-3-(hydroxymethyl)-piperidine-1-carboxylic acid tert-butyl ester C(C)(C)(C)OC(=O)N1C[C@H]([C@@H](CC1)C1=CC=C(C=C1)Br)CO |r|